NC1=NC=NC(=C1OCCN(C(C=C)=O)C)C1=CC(=C(C=C1)CN1C(C2=C(CC1)N(N=C2)C(C)(C)C)=O)C N-(2-((4-amino-6-(4-((1-(tert-butyl)-4-oxo-1,4,6,7-tetrahydro-5H-pyrazolo[4,3-c]pyridin-5-yl)methyl)-3-methylphenyl)pyrimidin-5-yl)oxy)ethyl)-N-methylacrylamide